C1(CC1)NC(=O)C=1C=C(C(N(C1)[C@H](C)C=1C=C(C=CC1)C)=O)C(=O)NC |r| rac-N5-cyclopropyl-N3-methyl-2-oxo-1-(1-(m-tolyl)ethyl)-1,2-Dihydropyridine-3,5-dicarboxylic acid diamide